2,4-di-tert.butylphenoxy-2,4,8,10-tetraoxa-3,9-diphosphaspiro[5.5]undecan C(C)(C)(C)C1=C(OC2OPOCC23COPOC3)C=CC(=C1)C(C)(C)C